FC1=C(C=CC(=C1)F)C1=NN2C(O[C@H](CCC2)C)=C1C(=O)N[C@@H]1C(NC2=C(C(=N1)C1=CC=CC=C1)C=CC=C2)=O |o1:13| (5S*)-2-(2,4-difluorophenyl)-5-methyl-N-[(3S)-2-oxo-5-phenyl-1,3-dihydro-1,4-benzodiazepin-3-yl]-5,6,7,8-tetrahydropyrazolo[5,1-b][1,3]oxazepine-3-carboxamide